CC1=CC=C(C=C1)S(=O)(=O)O.FC1(CN(CC[C@H]1N[C@H](C)C1=CC=CC=C1)C(=O)OC(C)(C)C)F tert-Butyl (4R)-3,3-difluoro-4-[[(1R)-1-phenylethyl]amino]piperidine-1-carboxylate 4-methyl-benzenesulfonic acid salt